FC=1C=C2C(=C(C(N(C2=CC1)C)=O)C#N)O 6-fluoro-4-hydroxy-1-methyl-2-oxo-1,2-dihydroquinoline-3-carbonitrile